eugenol triflate S(=O)(=O)(C(F)(F)F)OC=1C(=CC(=CC1)CC=C)OC